2,2-dihydroxyl-4-methoxybenzophenone OC1(C(C(=O)C2=CC=CC=C2)C=CC(=C1)OC)O